tert-butyl N-[2-[2-[3-[[(2S,3R,4S)-3-(difluoromethylsulfonylamino)-4-fluoro-pyrrolidin-2-yl]methyl]-2-fluoro-phenyl]-4,6-difluoro-phenoxy]ethyl]-N-methyl-carbamate FC(S(=O)(=O)N[C@@H]1[C@@H](NC[C@@H]1F)CC=1C(=C(C=CC1)C1=C(OCCN(C(OC(C)(C)C)=O)C)C(=CC(=C1)F)F)F)F